[Be].[Li].[Li] lithium-lithium beryllium